CN1N=C2C(C(N(C=3C(=NC=CC23)NC2=CC(=NC=C2C(CC([2H])([2H])[2H])=O)NC(=O)C2CC2)C)([2H])[2H])=N1 N-(4-((2,5-dimethyl-4,5-dihydro-2H-[1,2,3]triazolo[4,5-c][1,7]naphthyridin-6-yl-4,4-d2)amino)-5-(propanoyl-3,3,3-d3)pyridin-2-yl)cyclopropanecarboxamide